4-(2-fluorophenethyl)-8-(4-(trifluoromethoxy)phenyl)-3,4-dihydrobenzo[f][1,4]oxazepin-5(2H)-one FC1=C(CCN2CCOC3=C(C2=O)C=CC(=C3)C3=CC=C(C=C3)OC(F)(F)F)C=CC=C1